N-((4S,5S)-3-(azidomethyl)-7-ethyl-4-(4-fluorophenyl)-6-oxo-1-phenyl-4,5,6,7-tetrahydro-1H-pyrazolo[3,4-b]pyridine-5-yl)-3-(trifluoromethyl)benzamide N(=[N+]=[N-])CC1=NN(C=2N(C([C@H]([C@H](C21)C2=CC=C(C=C2)F)NC(C2=CC(=CC=C2)C(F)(F)F)=O)=O)CC)C2=CC=CC=C2